C(C)OC(=O)C=1C(=NC(=C(C1OCC1=CC=CC=C1)Br)C)C=1C(=NC2=CC=CC=C2C1)OC1=C(C(=C(C=C1)F)F)C 4-benzyloxy-5-bromo-2-[2-(3,4-difluoro-2-methyl-phenoxy)-3-quinolinyl]-6-methyl-pyridine-3-carboxylic acid ethyl ester